4-OXO-1,4-DIHYDRO-PYRIMIDINE-5-CARBOXYLIC ACID O=C1N=CNC=C1C(=O)O